NC1=CC=CC(=N1)NC(C)=O N-(6-aminopyridin-2-yl)acetamide